(R)-(3-(5,6-Difluorobenzo[d]thiazol-2-yl)-8-methyl-5,6-dihydro-[1,2,4]triazolo[4,3-a]pyrazin-7(8H)-yl)(4-fluorophenyl-3-d)methanone FC=1C(=CC2=C(N=C(S2)C2=NN=C3N2CCN([C@@H]3C)C(=O)C3=CC(=C(C=C3)F)[2H])C1)F